C(C1=CC=CC=C1)[C@@H]1[C@@H]2C[C@@H]2CN1C1=NC(=CC(N1)=O)N1CCOCC1 2-((1R,2R,5S)-2-benzyl-3-azabicyclo[3.1.0]hexan-3-yl)-6-morpholinopyrimidin-4(3H)-one